methyl (Z)-N-(2-cyano-3-(3,4-dihydroxy-5-nitrophenyl)-3-hydroxyacryloyl)-N-methylglycinate C(#N)/C(/C(=O)N(CC(=O)OC)C)=C(/O)\C1=CC(=C(C(=C1)[N+](=O)[O-])O)O